N(=[N+]=[N-])CCCC(C)C1CCC2C3CC=C4CC(CCC4(C3CCC12C)C)O 17-(5-azidopentan-2-yl)-10,13-dimethyl-2,3,4,7,8,9,10,11,12,13,14,15,16,17-tetradecahydro-1H-cyclopenta[a]phenanthren-3-ol